(3,5-dimethyl-pyridin-2-yl)-(S)-pyrrolidin-3-ylamine dihydrochloride Cl.Cl.CC=1C(=NC=C(C1)C)N[C@@H]1CNCC1